N(=[N+]=[N-])C1=CC=C(C=C1)CCO 2-(4-azidophenyl)-ethanol